CSC1CCC(CC1)O (1r,4s)-4-(methylthio)cyclohexanol